1-(benzenesulfonyl)-3-bromo-6-chloro-1H-pyrrolo[2,3-b]pyridine C1(=CC=CC=C1)S(=O)(=O)N1C=C(C=2C1=NC(=CC2)Cl)Br